COCC(=O)NC1=C2CCN=CC2=CC=C1 5-(2-methoxyacetamido)-3,4-dihydroisoquinoline